C(C)(C)(C)OC(=O)N1CC2=CC(=CC=C2C1)OC 6-methoxyisoindoline-2-carboxylic acid tert-butyl ester